(S)-3-amino-2-oxo-4-((S)-2-oxopyrrolidin-3-yl)butyl 2,6-dichlorobenzoate 2,2,2-trifluoroacetate FC(C(=O)O)(F)F.ClC1=C(C(=O)OCC([C@H](C[C@H]2C(NCC2)=O)N)=O)C(=CC=C1)Cl